1,4-Bis(hydroxymethyl)cuban OCC12C3C4C5(C3C1C5C24)CO